tert-Butyl 4-(4-{[2-chloro-7-(oxan-4-yl)-7H-purin-6-yl] oxy}phenyl)piperazine-1-carboxylate ClC1=NC(=C2N(C=NC2=N1)C1CCOCC1)OC1=CC=C(C=C1)N1CCN(CC1)C(=O)OC(C)(C)C